CN(C)CC1CN(CCC1(O)C=1C=C(C(=O)N)C=CC1)CCCC1=CC=CC=C1 syn-3-[3-dimethylaminomethyl-4-hydroxy-1-(3-phenyl-propyl)-piperidin-4-yl]-benzamide